N-[1,3-dihydroxy-2-(hydroxymethyl)propan-2-yl]glycine OCC(CO)(CO)NCC(=O)O